di(1,1'-biphenyl-4-yl)amine C1(=CC=C(C=C1)NC1=CC=C(C=C1)C1=CC=CC=C1)C1=CC=CC=C1